[Na+].[Na+].N(C1=CC=CC=C1)C1=NC(=NC(=N1)N(C)CCO)NC=1C=C(C(=CC1)C=CC=1C(=CC(=CC1)NC1=NC(=NC(=N1)NC1=CC=CC=C1)N(CCO)C)S(=O)(=O)[O-])S(=O)(=O)[O-] 4,4'-bis{[4-anilino-6-(N-2-hydroxyethyl-N-methylamino)-s-triazin-2-yl]-amino}-2,2'-stilbenedisulfonic acid disodium salt